3-hydroxy-N-methyl-5-(1-methyl-1H-pyrazol-4-yl)benzamide tert-butyl-(R)-2-(bromomethyl)-4-morpholinecarboxylate C(C)(C)(C)OC(=O)N1C[C@@H](OCC1)CBr.OC=1C=C(C(=O)NC)C=C(C1)C=1C=NN(C1)C